OC(CC(=O)C1=CC=C(C=C1)OCCO)(C)C 4-(2-hydroxyethoxy)phenyl (2-hydroxy-2-methylpropyl) ketone